(S)-1-(1-(methylsulfonyl)piperidin-3-yl)-6-(pyridin-4-yl)-1H-benzol CS(=O)(=O)N1CC(CCC1)[C@@H]1CC=CC=C1C1=CC=NC=C1